C1=CC(=CC(=C1)O)CCC2=CC(=CC(=C2)O)O The molecule is a diphenylethane that is 1,2-dihydrostilbene substituted by hydroxy groups at positions 3, 3' and 5. It has a role as a plant metabolite. It is a member of resorcinols, a polyphenol and a diphenylethane. It derives from a hydride of a 1,2-dihydrostilbene.